OC1=C(C=CC=C1OC)CC(CS(=O)(=O)O)OC1=C(C=C(C=C1)CCCS(=O)(=O)O)OC 3-(2-hydroxy-3-methoxyphenyl)-2-[2-methoxy-4-(3-sulfopropyl)phenoxy]propane-1-sulfonic acid